SCCC[Si](OCC)(C)C γ-mercaptopropyldimethylethoxysilane